(2,6-dibromophenyl)methylamine BrC1=C(C(=CC=C1)Br)CN